ClC1=C(OC2=NC=CC3=CC(=CC(=C23)O[C@H](C(F)(F)F)C)N2N=C(N(C2=O)CC)CO)C(=CC=C1)F (S)-2-(1-(2-Chloro-6-fluorophenoxy)-8-((1,1,1-trifluoropropan-2-yl)oxy)isoquinolin-6-yl)-4-ethyl-5-(hydroxymethyl)-2,4-dihydro-3H-1,2,4-triazol-3-one